F[C@H]1CN(CC[C@]1(O)C)C1=NC=CC(=N1)NC=1N=CC2=C(N=CC(=C2C1)C(C)C)N1[C@@H]([C@H](C1)CS(=O)(=O)C)C (3S,4R)-3-fluoro-1-[4-({8-[(2R,3S)-3-(methanesulfonyl-methyl)-2-methylazetidin-1-yl]-5-(propan-2-yl)-2,7-naphthyridin-3-yl}amino)pyrimidin-2-yl]-4-methyl-piperidin-4-ol